C(C)N1C[C@@H](OC2(C1)CCN(CC2)CCC2=NC=CC=C2F)C (S)-4-Ethyl-9-(2-(3-fluoropyridin-2-yl)ethyl)-2-methyl-1-oxa-4,9-diazaspiro[5.5]undecan